(3-fluoro-2-(pyrrolidin-1-ylmethyl)phenyl)methylamine FC=1C(=C(C=CC1)CN)CN1CCCC1